C1=C(C=CC=2C3=CC=CC=C3C3=CC=CC=C3C12)B(O)O 2-triphenylenyl-boronic acid